5-butyl-resorcinol C(CCC)C=1C=C(C=C(O)C1)O